CCC(CC)NC(=O)C1=CC(=CS1)C=1C=NN2C1N=CC(=C2)NCC2CN(CC2)C(=O)OC(C)(C)C tert-butyl 3-{[(3-{5-[(pentan-3-yl)carbamoyl]thiophen-3-yl}pyrazolo[1,5-a]pyrimidin-6-yl)amino]methyl}pyrrolidine-1-carboxylate